CO[C@@H]1CN(CC1)C1=CC=C(C=N1)C1=NN2C(O[C@@H](CC2)C)=C1 (5R)-2-[6-[(S)-3-Methoxy-pyrrolidin-1-yl]pyridin-3-yl]-5-methyl-6,7-dihydro-5H-pyrazolo[5,1-b][1,3]oxazine